7-chloro-5-phenylimidazo[1,2-a]Quinoxaline-4(5H)-on ClC=1C=C2N(C(C=3N(C2=CC1)C=CN3)=O)C3=CC=CC=C3